[Si](C1=CC=CC=C1)(C1=CC=CC=C1)(C(C)(C)C)OCC1=CC=C(OC(CCCCC(=O)O)=O)C=C1 6-(4-[[(tert-butyldiphenylsilyl)oxy]methyl]phenoxy)-6-oxohexanoic acid